4-(3,5-dimethyl-1-{[2-(trimethylsilyl)ethoxy]methyl}-1H-pyrazol-4-yl)[1,3]thiazolo[4,5-c]pyridine CC1=NN(C(=C1C1=NC=CC2=C1N=CS2)C)COCC[Si](C)(C)C